OCC(CO)NC(O[C@@H]1CC[C@H](CC1)C(N(C[C@@H]1CC[C@H](CC1)C1=CC(=C(C=C1)OC)C)C1=CC(=CC=C1)C=1C=NN(C1)C1CC1)=O)=O trans-4-((3-(1-Cyclopropyl-1H-pyrazol-4-yl)phenyl)((trans-4-(4-methoxy-3-methylphenyl)cyclohexyl)methyl) carbamoyl)cyclohexyl (1,3-dihydroxypropan-2-yl)carbamate